NC=1NC(C=2N(C(N(C2N1)[C@@H]1O[C@@H](C[C@H]1O)[C@H](CF)O)=O)CC1CC1)=O 2-amino-7-(cyclopropylmethyl)-9-((2R,3R,5S)-5-((R)-2-fluoro-1-hydroxyethyl)-3-hydroxytetrahydrofuran-2-yl)-7,9-dihydro-1H-purine-6,8-dione